BrC1=C2CNC(C2=CC=C1)=O 4-bromoisoindoline-1-one